COC(=O)C1=CC=2NC(C=3N(C2N=C1)C=C(C3)C3CC3)=O 8-cyclopropyl-6-oxo-5,6-dihydropyrido[3,2-e]pyrrolo[1,2-a]pyrazine-3-carboxylic acid methyl ester